5,6,7,8-tetrahydronaphthyridin-2-one N1C(C=CC=2CCCNC12)=O